6-mercapto-2-((1-(tetrahydro-2H-pyran-2-yl)-1H-pyrazol-3-yl)methyl)phthalazin-1(2H)-one SC=1C=C2C=NN(C(C2=CC1)=O)CC1=NN(C=C1)C1OCCCC1